ClC1=CC=C(C=C1)C1=NN=C(C2=CC=CC=C12)N[C@@H]1C[C@@H](C1)OC 4-(4-chlorophenyl)-N-(cis-3-methoxycyclobutyl)phthalazin-1-amine